C(C)N1N=C(C(=C1CCC)O)CCC 1-Ethyl-4-hydroxy-3,5-di-n-propyl-pyrazol